BrC1=CC(=C(C=C1)C(CC)=O)O 1-(4-bromo-2-hydroxyphenyl)propan-1-one